(2-(6-(2-ethyl-5-fluoro-4-hydroxyphenyl)-1H-indazol-3-yl)-pyrrolo[3,4-d]imidazol-5(1H,4H,6H)-yl)(3-hydroxycyclobutyl)ketone C(C)C1=C(C=C(C(=C1)O)F)C1=CC=C2C(=NNC2=C1)C1=NC2=C(N1)CN(C2)C2(CC(C2)O)C(=O)C2(CC(C2)O)N2CC=1NC(=NC1C2)C2=NNC1=CC(=CC=C21)C2=C(C=C(C(=C2)F)O)CC